FC1=CC=C(C(=C)C)C=C1 4-fluoro-α-methylstyrene